CC1=C(C(=CC=C1)[N+](=O)[O-])C1=NOCC1 3-(2-methyl-6-nitrophenyl)-4,5-dihydroisoxazole